6-fluoro-2-methyl-2,5-dihydro-4H-pyrazolo[4,3-c]quinolin-4-one FC1=CC=CC=2C=3C(C(NC12)=O)=CN(N3)C